5-ethyl-2-methoxy-N-(4-methoxy-6-((4-(((2-methoxyethyl)sulfonamido)methyl)-1H-pyrazol-1-yl)methyl)benzo[d]isoxazol-3-yl)benzenesulfonamide C(C)C=1C=CC(=C(C1)S(=O)(=O)NC1=NOC2=C1C(=CC(=C2)CN2N=CC(=C2)CNS(=O)(=O)CCOC)OC)OC